2-(4-chloro-2,6-difluorophenyl)-N-(1-(4-(2,6-dioxopiperidin-3-yl)-3,5-difluorophenyl)azetidin-3-yl)acetamide ClC1=CC(=C(C(=C1)F)CC(=O)NC1CN(C1)C1=CC(=C(C(=C1)F)C1C(NC(CC1)=O)=O)F)F